9-[4-(6-azaspiro[3.5]nonan-2-yloxy)phenyl]-N,3-dimethyl-5-oxa-4,8,11-triazatricyclo[8.4.0.02,6]tetradeca-1(10),2(6),3,8,11,13-hexaen-12-amine C1C(CC12CNCCC2)OC2=CC=C(C=C2)C2=NCC=1ON=C(C1C=1C=CC(=NC21)NC)C